1-((R)-1-(4-(8-(but-3-en-1-yloxy)imidazo[1,2-a]pyrazin-6-yl)-5-methoxypyridin-2-yl)ethyl)-1-ethyl-3-(1-fluoropentan-4-en-2-yl)urea C(CC=C)OC=1C=2N(C=C(N1)C1=CC(=NC=C1OC)[C@@H](C)N(C(=O)NC(CF)CC=C)CC)C=CN2